C(C)OC(=O)C1=NC2=CC=CC(=C2C=C1O)Br 5-Bromo-3-hydroxy-quinoline-2-carboxylic acid ethyl ester